N-(6-(oxazol-2-yl)-5-(trifluoromethyl)pyridin-3-yl)-1-(2-carbonyl-1,2-dihydrobenzo[cd]indole-6-yl)-5-(trifluoromethyl)-1H-pyrazole-4-carboxamide O1C(=NC=C1)C1=C(C=C(C=N1)NC(=O)C=1C=NN(C1C(F)(F)F)C=1C=2C3=C(C(NC3=CC1)=C=O)C=CC2)C(F)(F)F